1,4-dimethylene-2-butyne C=CC#CC=C